6-chloro-4-(1-isobutyl-1H-pyrazol-4-yl)-1-(tetrahydro-2H-pyran-2-yl)-1H-indazole ClC1=CC(=C2C=NN(C2=C1)C1OCCCC1)C=1C=NN(C1)CC(C)C